4-(3,7,8-trihydroxy-3,4-dihydro-2H-chromen-2-yl)phenolate OC1C(OC2=C(C(=CC=C2C1)O)O)C1=CC=C(C=C1)[O-]